C(C)(=O)OC1=CC=C(C=N1)C(CC(=O)[O-])=O 3-(6-acetoxypyridin-3-yl)-3-oxopropanoate